Cl.NCCCN1C=COC=CC1=O 4-(3-aminopropyl)1,4-oxazepin-5-one hydrochloride